ClC1=C2C(=CC(=CC2=CC=C1F)O)N1CC=2N=C(N=C(C2CC1)N1CCOCC(C1)CO)OC[C@]12CCCN2C[C@@H](C1)F 5-chloro-6-fluoro-4-(2-(((2R,7aS)-2-fluorohexahydro-1H-pyrrolizin-7a-yl)methoxy)-4-(6-(hydroxymethyl)-1,4-oxazepan-4-yl)-5,6-dihydropyrido[3,4-d]pyrimidin-7(8H)-yl)naphthalen-2-ol